1-dodecyl-2-butylpyrrolium chloride [Cl-].C(CCCCCCCCCCC)[NH+]1C(=CC=C1)CCCC